9-(4,5-dihydro-1H-imidazol-2-ylmethoxy)-7-fluoro-5,6-dimethyl-pyrido[4,3-b]carbazole N1C(=NCC1)COC1=CC=2C=3C=C4C(=C(C3N(C2C(=C1)F)C)C)C=CN=C4